O[C@@H]1[C@@H](CCCC1)C1=C(C(=O)N)C=CC=C1 [(1S,2S)-2-hydroxycyclohexyl]benzamide